2-(4-Phenoxy-phenyl)-8-[1-(4,4,4-trifluoro-but-2-enoyl)-piperidin-4-yl]-5,6,7,8-tetrahydro-imidazo[1,2-b]pyridazine-3-carboxamide O(C1=CC=CC=C1)C1=CC=C(C=C1)C=1N=C2N(NCCC2C2CCN(CC2)C(C=CC(F)(F)F)=O)C1C(=O)N